5-(bromomethyl)-1,3-difluoro-benzene BrCC=1C=C(C=C(C1)F)F